BrCC1=NN(C(=C1I)C)C 3-(bromomethyl)-4-iodo-1,5-dimethyl-pyrazole